tert-butyl 6-(8-(benzo[d]thiazol-2-ylcarbamoyl)-3,4-dihydroisoquinolin-2(1H)-yl)-3-(4-(3-(1-(2-ethoxy-2-oxoethyl)piperidin-4-yl)propoxy)-2-fluorophenyl)picolinate S1C(=NC2=C1C=CC=C2)NC(=O)C=2C=CC=C1CCN(CC21)C2=CC=C(C(=N2)C(=O)OC(C)(C)C)C2=C(C=C(C=C2)OCCCC2CCN(CC2)CC(=O)OCC)F